C1(CCC1)OCC(O)C=1C=C2C(=NC1)N(N=C2)C2=CC=C(C(=O)O)C=C2 4-(5-(2-cyclobutoxy-1-hydroxyethyl)-1H-pyrazolo[3,4-b]pyridin-1-yl)benzoic acid